2-methoxyethane-1-sulfonic acid chloride COCCS(=O)(=O)Cl